NC1=NN=C(C2=CC(=CC=C12)C=1C(=CC(=C(C1)B(O)O)Cl)OC)C [5-(1-AMINO-4-METHYLPHTHALAZIN-6-YL)-2-CHLORO-4-METHOXYPHENYL]BORONIC ACID